((1R,2S,5S)-3-((S)-3,3-dimethyl-2-(2,2,2-trifluoroacetamido)butanoyl)-6,6-dimethyl-3-azabicyclo[3.1.0]hexane-2-carbonyl)-L-alanine CC([C@@H](C(=O)N1[C@@H]([C@H]2C([C@H]2C1)(C)C)C(=O)N[C@@H](C)C(=O)O)NC(C(F)(F)F)=O)(C)C